ClC=1C=C(C=NC1)S(=O)(=O)NC1=C(C(=C(C=C1)F)C=1C=C2C=NC(=NC2=CC1)N[C@@H]1CC[C@@H](CC1)N(C)C)F cis-5-chloro-N-(3-(2-((4-(dimethylamino)cyclohexyl)amino)quinazolin-6-yl)-2,4-difluorophenyl)pyridine-3-sulfonamide